1-(4-methoxybenzyl)-3-(6-(1,2,3,4-tetrahydro-1,6-naphthyridine-1-carbonyl)spiro[3.3]heptan-2-yl)urea COC1=CC=C(CNC(=O)NC2CC3(C2)CC(C3)C(=O)N3CCCC2=CN=CC=C32)C=C1